Cl.ClCCC(=O)N 3-chloropropionyl-amine hydrochloride